CC1C(C(C1C)C)C 1,2,3,4-tetramethyl-cyclobutane